3-(5-bromo-6-chloropyridin-2-yl)-5-methylisoxazole-4-carboxylic acid BrC=1C=CC(=NC1Cl)C1=NOC(=C1C(=O)O)C